(3S)-1-(5-methoxy-3-pyridyl)piperidine-3-carbonyl chloride COC=1C=C(C=NC1)N1C[C@H](CCC1)C(=O)Cl